ClC=1N=C(C2=C(N1)N=C(S2)N(C)C)OC2=CC=CC=C2 5-chloro-N,N-dimethyl-7-phenoxy-thiazolo[4,5-d]pyrimidin-2-amine